3-(4-bromo-1-methyl-1H-pyrazol-3-yl)pyridazine BrC=1C(=NN(C1)C)C=1N=NC=CC1